C(C)(=O)N[C@@](C(C(C)(C)[2H])([2H])[2H])(C(=O)O)[2H] |r| rac-acetyl-leucine-2,3,3,4-d4